3-tert-butyl-N-[(2E)-imidazolidin-2-ylidene]-4-{[3-(2-methylpropanamido)phenyl]amino}benzamide C(C)(C)(C)C=1C=C(C(=O)N=C2NCCN2)C=CC1NC1=CC(=CC=C1)NC(C(C)C)=O